OCCCC1(CC1)C1CCN(CC1)C(=O)OC(C)(C)C tert-butyl 4-(1-(3-hydroxypropyl)cyclopropyl)piperidine-1-carboxylate